FC(C1=CC=C(OC=2SC=3N=C4N(C(C3N2)=O)CCC4)C=C1)(F)F 2-(4-trifluoromethylphenoxy)-6,7-dihydropyrrolo[1,2-a]thiazolo[5,4-d]pyrimidin-9(5H)-one